Palladium Phosphin P.[Pd]